tert-Butyl 3-(4-chloro-7-(thiazol-2-yl)benzo[d]oxazol-2-yl)-3,8-diazabicyclo[3.2.1]octane-8-carboxylate ClC1=CC=C(C2=C1N=C(O2)N2CC1CCC(C2)N1C(=O)OC(C)(C)C)C=1SC=CN1